fluoro-3a,7a-dihydroxy-5β-cholanic acid FC(C(=O)O)C[C@@H](C)[C@H]1CC[C@H]2[C@@H]3[C@@H](C[C@@H]4C[C@@H](CC[C@]4(C)[C@H]3CC[C@]12C)O)O